[Ru].ClP(C(C=C(C)C)P(C1CCCCC1)(C1CCCCC1)(C1CCCCC1)Cl)(C1CCCCC1)(C1CCCCC1)C1CCCCC1 dichloro(3-methyl-2-butenylidene)bis(tri-cyclohexyl-phosphine) ruthenium